3-bromo-2-chloro-6,7-dihydro-5H-cyclopenta[b]pyridin-5-one BrC=1C=C2C(=NC1Cl)CCC2=O